4-chloro-2-(1-((S)-1-(3-cyclopropyl-1,2,4-oxadiazol-5-yl)propyl)piperidin-4-yl)-5-(((S)-3-fluoro-tetrahydro-2H-pyran-3-yl)methylamino)pyridazin-3(2H)-one ClC=1C(N(N=CC1NC[C@@]1(COCCC1)F)C1CCN(CC1)[C@@H](CC)C1=NC(=NO1)C1CC1)=O